2-chloro-6-[3-(dicyclohexylmethoxy)pyrazol-1-yl]pyridine-3-carboxylic acid ethyl ester C(C)OC(=O)C=1C(=NC(=CC1)N1N=C(C=C1)OC(C1CCCCC1)C1CCCCC1)Cl